(3R,7R)-2-(3,4-dichlorobenzoyl)-3,7-dimethyl-9-(1-(5-(trifluoromethyl)pyrimidin-2-yl)ethyl)-1,2,3,4,8,9-hexahydropyrido[4',3':3,4]pyrazolo[1,5-a]pyrazin-10(7H)-one ClC=1C=C(C(=O)N2CC=3C(=NN4C3C(N(C[C@H]4C)C(C)C4=NC=C(C=N4)C(F)(F)F)=O)C[C@H]2C)C=CC1Cl